5-Bromo-1-(4-fluorophenyl)-1h-indazole BrC=1C=C2C=NN(C2=CC1)C1=CC=C(C=C1)F